ClC1=CC(=C(C=C1)N(S(=O)(=O)C=1C=CC2=C(C(=C(O2)C(=O)[O-])C)C1)CC)CN(C(=O)C=1OC=CC1)CC=1OC=CC1 5-(N-(4-chloro-2-((N-(furan-2-ylmethyl)furan-2-carboxamido)methyl)phenyl)-N-ethylsulfamoyl)-3-Methylbenzofuran-2-carboxylate